N-diethylaminoethylacrylamide C(C)N(CC)CCNC(C=C)=O